CN1CC(C1)(OC1=C(C(=C(C=C1F)F)F)F)C 1,3-dimethyl-3-(2,3,4,6-tetrafluorophenoxy)azetidine